ClC1=CC=CC(=N1)S(=O)(=O)NC1=CNC2=CC=C(C=C12)CCOC1=CC=C(C=C1)C(F)(F)F 6-chloro-N-(5-{2-[4-(trifluoromethyl)phenoxy]ethyl}-1H-indol-3-yl)pyridine-2-sulfonamide